6-bromo-1-methylisoquinoline BrC=1C=C2C=CN=C(C2=CC1)C